C1(CCCC2NC3CCCC(C3C=C12)=O)=O hexahydroacridine-1,8(2H,5H)-dione